BrC=1C=C(N(N1)[C@H](CO[Si](C)(C)C(C)(C)C)C)C(=O)OC methyl 5-bromo-2-[(1S)-2-[tert-butyl(dimethyl)silyl]oxy-1-methyl-ethyl]pyrazole-3-carboxylate